C1(=CC=CC=C1)S(=O)(=O)C1=C(C=CC=C1)S(=O)(=O)NF (benzenesulfonyl)-N-fluorobenzenesulfonamide